COC(C(C1=C(C=CC=C1)C(C)C)SC(C)=O)=O (Acetylthio)-2-(2-isopropylphenyl)acetic acid methyl ester